2,9-di(9H-purin-6-yl)anthracene N1=CN=C2NC=NC2=C1C1=CC2=C(C3=CC=CC=C3C=C2C=C1)C1=C2N=CNC2=NC=N1